[N+](=O)([O-])C1=CC=C(OCC2CCC(CC2)CO)C=C1 ((1s,4s)-4-((4-nitrophenoxy)methyl)cyclohexyl)methanol